C(C)C1=CC=C(C=C1)C=1NC=CC1 4-ethylphenyl-pyrrole